tert-Butyl ((1s,4s)-1-methyl-4-((5-nitro-1-(phenylsulfonyl)-1H-pyrrolo[2,3-b]pyridin-4-yl)amino)cyclohexyl)carbamate CC1(CCC(CC1)NC1=C2C(=NC=C1[N+](=O)[O-])N(C=C2)S(=O)(=O)C2=CC=CC=C2)NC(OC(C)(C)C)=O